Trans-2-((4-(3-((((R)-1-(2-chlorophenyl)ethoxy)carbonyl)amino)thiophen-2-yl)phenyl)carbamoyl)cyclohexane-1-carboxylic acid ClC1=C(C=CC=C1)[C@@H](C)OC(=O)NC1=C(SC=C1)C1=CC=C(C=C1)NC(=O)[C@H]1[C@@H](CCCC1)C(=O)O